FC(C(=O)O)(F)F.CC1=C(N=C(N1)C1=NC=CC(=C1)C=1C=NC=C(C1)N1CCOCC1)NC1=CN=NC=C1 N-[5-Methyl-2-(5-morpholin-4-yl-3,4'-bipyridin-2'-yl)-1H-imidazol-4-yl]pyridazin-4-amine trifluoroacetate salt